methyl 4-{[1-(tert-butoxycarbonyl)piperidin-4-yl](ethyl)amino}-2-methylindazole-7-carboxylate C(C)(C)(C)OC(=O)N1CCC(CC1)N(C=1C2=CN(N=C2C(=CC1)C(=O)OC)C)CC